FC=1C=C(C=CC1)[C@@H]1N(CCC1)C=1C=CC=2N(N1)C(=CN2)C2=CC=CC(=N2)N2CCN(CC2)CCCNC(OC(C)(C)C)=O tert-butyl (R)-(3-(4-(6-(6-(2-(3-fluorophenyl)pyrrolidin-1-yl)imidazo[1,2-b]pyridazin-3-yl)pyridin-2-yl)piperazin-1-yl)propyl)carbamate